5-[3-({[(1R,4r)-4-aminocyclohexyl]methyl}amino)-4-(trifluoromethyl)phenyl]-1,3,4-oxadiazol-2(3H)-one NC1CCC(CC1)CNC=1C=C(C=CC1C(F)(F)F)C1=NNC(O1)=O